C1(CC1)C1=CC=2N(C(=C1)N1C(N(C(C1)=O)C)=O)C=C(N2)C=O 7-cyclopropyl-5-(3-methyl-2,4-dioxoimidazolidin-1-yl)imidazo[1,2-a]pyridine-2-carbaldehyde